dimethylsphingosine CCCCCCCCCCCCC/C=C/[C@H]([C@H](C(C=O)(C=O)O)N)O